N-(2-((2-(2,6-dioxopiperidin-3-yl)-1,3-dioxoisoindolin-5-yl)amino)ethyl)-2-(4-(methyl(phenyl)amino)piperidin-1-yl)acetamide O=C1NC(CCC1N1C(C2=CC=C(C=C2C1=O)NCCNC(CN1CCC(CC1)N(C1=CC=CC=C1)C)=O)=O)=O